N1=C(C=NC2=C1CCNCC2)N 6,7,8,9-tetrahydro-5H-pyrazino[2,3-d]azepin-2-amine